ethyl (R)-2-(3-((ethoxycarbonyl)amino)pyrrolidin-1-yl)thiazole-4-carboxylate C(C)OC(=O)N[C@H]1CN(CC1)C=1SC=C(N1)C(=O)OCC